4-(furo[3,2-c]pyridin-4-yl)-N-[1-(5-sulfamoyl-pyrimidin-2-yl)piperidin-4-yl]benzamide O1C=CC=2C(=NC=CC21)C2=CC=C(C(=O)NC1CCN(CC1)C1=NC=C(C=N1)S(N)(=O)=O)C=C2